C(C1=CC=CC=C1)N1C2=C(SCC1)C=CC(=C2)C(CC(=O)N2CC(CC2)O)NC(=O)NC2=CC=C1C=CNC1=C2 1-(1-(4-benzyl-3,4-dihydro-2H-benzo[b][1,4]thiazin-6-yl)-3-(3-hydroxypyrrolidin-1-yl)-3-oxopropyl)-3-(1H-indol-6-yl)urea